OCC1CN(C1)C(=O)OC(C)(C)C t-butyl 3-(hydroxymethyl)azetidine-1-carboxylate